C(CCCCC)C(C(=O)OCCCCCCCCN(CCOC(NCCN(C)C)=O)CCCCCC(=O)OCC(CCCCCCCCCC)CCCCCCCC)CCCCCCCC 2-octyldodecyl 10-(8-((2-hexyldecanoyl) oxy) octyl)-2-methyl-6-oxo-7-oxa-2,5,10-triazahexadecan-16-oate